ClC1=NC=C(C(=C1)N1C(C=C(C=C1C)O)=O)C 2'-chloro-4-hydroxy-5',6-dimethyl-2H-[1,4'-bipyridin]-2-one